CNCCC(C1=CC=CC=C1)O C1-(methylaminoethyl)benzyl alcohol